hydroxyethylidene bisphosphonate disodium [Na+].[Na+].P(OC(CO)OP([O-])=O)([O-])=O